C(C)OC(C(C(C)C)NC1=NC=2C=C(C(=CC2C2=C1CCC2)OC)OCCCN2CCCC2)=O.ClC2=C(C=CC=C2S)C2=NC=CC(=N2)C(=O)N (2-chloro-3-mercaptophenyl)pyrimidine-4-carboxamide ethyl-2-({8-methoxy-7-[3-(pyrrolidin-1-yl)propoxy]-1H,2H,3H-cyclopenta[c]quinolin-4-yl}amino)-3-methylbutanoate